N-(3-(7-methyl-1H-indazol-5-yl)-1-(4-(1-methylpiperidin-4-yl)piperazin-1-yl)-1-oxopropan-2-yl)-4-(2-oxo-1,2-dihydroquinolin-3-yl)piperidine-1-carboxamide CC=1C=C(C=C2C=NNC12)CC(C(=O)N1CCN(CC1)C1CCN(CC1)C)NC(=O)N1CCC(CC1)C=1C(NC2=CC=CC=C2C1)=O